Diethyl 2,3-diisopropylsuccinate C(C)(C)C(C(=O)OCC)C(C(=O)OCC)C(C)C